O=C(C(C)C)CC[C@@H](C)[C@H]1CC[C@H]2[C@@H]3CC[C@H]4C[C@H](CC[C@]4(C)[C@H]3CC[C@]12C)O 24-oxo-5alpha-cholestan-3beta-ol